C(C)(C)(C)OC(=O)NC[C@H]1N(CC2=CC=CC=C2C1)C(=O)OCC1=CC=CC=C1 Benzyl (3S)-3-{[(tert-butoxycarbonyl)amino]methyl}-3,4-dihydroisoquinoline-2(1H)-carboxylate